C(C=C)(=O)N[C@H]1CN(CCC1)CC1=CC(=NC=C1)C(=O)NC1=CC=C(C=C1)C1=CC2=C(N=CN=C2N2CCS(CC2)(=O)=O)N1 (R)-4-((3-acrylamidopiperidin-1-yl)methyl)-N-(4-(4-(1,1-dioxidothiomorpholino)-7H-pyrrolo[2,3-d]pyrimidin-6-yl)phenyl)picolinamide